Tert-butyl [3,4'-bipiperidine]-1'-carboxylate N1CC(CCC1)C1CCN(CC1)C(=O)OC(C)(C)C